N-(2-chloropyrimidin-5-yl)-6-((3-(1,1-difluoroethyl)oxetan-3-yl)methoxy)isoquinolin-1-amine ClC1=NC=C(C=N1)NC1=NC=CC2=CC(=CC=C12)OCC1(COC1)C(C)(F)F